BrC=1C=CC(=NC1)N1C[C@H]2C([C@H]2C1)COC(NC(=O)OC(C)(C)C)=O (((1R,5S,6s)-3-(5-bromopyridin-2-yl)-3-azabicyclo[3.1.0]hexan-6-yl)methyl)(tert-butoxycarbonyl)carbamate